1H-pyrazole-4-Formamide N1N=CC(=C1)C(=O)N